FC=1C=C(COC2=NC(N3C(N4[C@@]5(CO[C@H](C4)C5)C3)=C2F)=O)C=C(C1OC1=CC(=NC=C1)C)F (3S,11aR)-7-((3,5-difluoro-4-((2-methyl-pyridin-4-yl)oxy)benzyl)oxy)-6-fluoro-3,4-dihydro-1H,9H,11H-3,11a-methanopyrimido[6',1':2,3]imidazo[5,1-c][1,4]oxazin-9-one